S1C=C(C=C1)C=CC(C(=O)[O-])=O 4-(3-thienyl)-2-oxo-3-butenoate